ClC=1C=C(OC2CCC(CC2)NC(C2=C(C=C(C=C2)N2CCC(CC2)CO)F)=O)C=CC1C#N N-((1r,4r)-4-(3-chloro-4-cyanophenoxy)cyclohexyl)-2-fluoro-4-(4-(hydroxymethyl)piperidin-1-yl)benzamide